BrC1=CC=C(C=C1)C(C)O 1-(4-bromophenyl)ethanol